tert-butyl (S)-3-(methylamino)piperidine-1-carboxylate CN[C@@H]1CN(CCC1)C(=O)OC(C)(C)C